[Si](C)(C)(C(C)(C)C)OC1=CC=C(C=C1)O 4-[(tert-butyldimethylsilyl)oxy]Phenol